tert-butyl (5-(trifluoromethyl)-2,4'-bipyrimidin-6'-yl)methylcarbamate FC(C=1C=NC(=NC1)C1=NC=NC(=C1)CNC(OC(C)(C)C)=O)(F)F